C(C)OC(=O)[C@@H]1[C@@H](NC([C@@H]1O)=O)CCCO (2S,3R,4R)-4-hydroxy-2-(3-hydroxypropyl)-5-oxo-3-pyrrolidinecarboxylic acid ethyl ester